6-((((S)-1-cyclobutylethyl)amino)methyl)-3-methyl-N-(3-((1s,3R)-3-methyl-1-(4-methyl-4H-1,2,4-triazol-3-yl)cyclobutyl)phenyl)imidazo[1,2-a]pyridine-8-carboxamide C1(CCC1)[C@H](C)NCC=1C=C(C=2N(C1)C(=CN2)C)C(=O)NC2=CC(=CC=C2)C2(CC(C2)C)C2=NN=CN2C